Cl.BrC1=C(C=CC(=C1)NC1C(NC(CC1)=O)=O)N1CCC(CC1)(O)CC(=O)O 2-[1-[2-bromo-4-[(2,6-dioxo-3-piperidyl)amino]phenyl]-4-hydroxy-4-piperidyl]acetic acid hydrochloride